4-[({4-fluoro-3-[4-(pyrrolidine-1-sulfonyl)-3-(trifluoromethyl)piperazin-2-yl]-1-(1,3-thiazole-4-carbonyl)-1H-pyrazol-5-yl}oxy)methyl]benzene-1-carboximidamide FC=1C(=NN(C1OCC1=CC=C(C=C1)C(N)=N)C(=O)C=1N=CSC1)C1NCCN(C1C(F)(F)F)S(=O)(=O)N1CCCC1